ruthenium-calcium [Ca].[Ru]